tert-butyl 2,4-dioxo-10-oxa-1,3,7-triazaspiro[4.6]undecane-7-carboxylate O=C1NC2(C(N1)=O)CN(CCOC2)C(=O)OC(C)(C)C